Cl.ClC=1C=C2C(=CNC2=CC1)NC1=NC2=C(N1N)C=CC(=C2)C(F)(F)F N2-(5-chloro-1H-indol-3-yl)-5-(trifluoromethyl)-1H-benzo[d]imidazole-1,2-diamine hydrochloride